1-(6-butyl-3-(3,5-difluoro-4-(2-methoxyethoxy)phenyl)pyrazin-2-yl)piperidine-4-carboxylic acid C(CCC)C1=CN=C(C(=N1)N1CCC(CC1)C(=O)O)C1=CC(=C(C(=C1)F)OCCOC)F